O=C1N(CCC(N1)=O)C=1C=NN2C1C=NC(=C2)N2CCN(CC2)C(=O)OC(C)(C)C tert-butyl 4-(3-(2,4-dioxotetrahydropyrimidin-1(2H)-yl)pyrazolo[1,5-a]pyrazin-6-yl)piperazine-1-carboxylate